NC[C@H](O)C=1C=NN(C1)C1=C(C=C(C#N)C=C1)OC1=NC(=NC(=C1)OC1CCCC1)C 4-[4-[(1R)-2-amino-1-hydroxyethyl]pyrazol-1-yl]-3-(6-cyclopentyloxy-2-methylpyrimidin-4-yl)oxybenzonitrile